ClC1=C(C=C2CCNCC2=C1)NC1=NC=C(C(=N1)C=1SC=C(C1)S(=O)(=O)C)C1CC1 7-chloro-N-(5-cyclopropyl-4-(4-(methylsulfonyl)thiophen-2-yl)pyrimidin-2-yl)-1,2,3,4-tetrahydroisoquinolin-6-amine